(S)-2-((4-(6-((imidazo[1,2-a]pyridin-8-yl)methoxy)pyridin-2-yl)piperidin-1-yl)methyl)-1-((oxetan-2-yl)methyl)-1H-benzo[d]imidazole-6-carboxylate N=1C=CN2C1C(=CC=C2)COC2=CC=CC(=N2)C2CCN(CC2)CC2=NC1=C(N2C[C@H]2OCC2)C=C(C=C1)C(=O)[O-]